4-fluoro-6-(6-{[(2R,3S,5S)-2-fluoro-8-azabicyclo[3.2.1]oct-3-yl](methyl)amino}-1,2,4-triazin-3-yl)-7-hydroxy-2-methylisoquinolin-1-one FC1=CN(C(C2=CC(=C(C=C12)C=1N=NC(=CN1)N(C)[C@@H]1[C@@H](C2CC[C@@H](C1)N2)F)O)=O)C